4-(6-amino-3-fluoropyridin-2-yl)benzonitrile NC1=CC=C(C(=N1)C1=CC=C(C#N)C=C1)F